methyl Fluorocarbonate C(OC)(=O)F